ethyl 2-((S)-2,2-dimethylcyclopropane-1-carbonyl)-5-oxa-2-azaspiro[3.4]octane-8-carboxylate CC1([C@H](C1)C(=O)N1CC2(C1)OCCC2C(=O)OCC)C